4-((4-ethyl-1,4-diazepan-1-yl)methyl)-3-(trifluoromethyl)aniline C(C)N1CCN(CCC1)CC1=C(C=C(N)C=C1)C(F)(F)F